CN(C1CCC(CC1)NC=1N=CC2=C(N1)N(C(C(=C2)C=2N=CC(=NC2)NS(=O)(=O)CCC)=O)C(C)C)C N-(5-(2-(((1r,4r)-4-(dimethylamino)cyclohexyl)amino)-8-isopropyl-7-oxo-7,8-dihydropyrido[2,3-d]pyrimidin-6-yl)pyrazin-2-yl)propane-1-sulfonamide